N-benzoyl-L-citrulline methyl ester COC([C@@H](NC(C1=CC=CC=C1)=O)CCCNC(=O)N)=O